(S)-4,11-diethyl-4-hydroxy-3,14-dioxo-3,4,12,14-tetrahydro-1H-pyrano[3',4':6,7]indolizino[1,2-b]quinolin-9-yl(4-iodophenethyl)(methyl)carbamate C(C)[C@]1(C(OCC=2C(N3CC=4C(=NC=5C=CC(=CC5C4CC)CN(C([O-])=O)CCC4=CC=C(C=C4)I)C3=CC21)=O)=O)O